7-(4-chloro-1-(methylamino)-2,3-dihydro-1H-inden-5-yl)-3-((1-(3-cyclopropyl-3-phenylpropionyl)-4-hydroxypiperidin-4-yl)methyl)thieno[3,4-d]pyrimidin-4(3H)-one ClC1=C2CCC(C2=CC=C1C=1SC=C2C1N=CN(C2=O)CC2(CCN(CC2)C(CC(C2=CC=CC=C2)C2CC2)=O)O)NC